(S)-1-[(S)-1-(2-ethylthiazol-4-yl)-2-(4-nitrophenyl)-ethyl]Amino-1-oxo-3-phenylpropan-2-yl-carbamic acid methyl ester COC(N[C@H](C(=O)N[C@@H](CC1=CC=C(C=C1)[N+](=O)[O-])C=1N=C(SC1)CC)CC1=CC=CC=C1)=O